CN1C(CN(CC1)C)C=O 1,4-DIMETHYLPIPERAZINE-2-CARBALDEHYDE